N-{[4-(trifluoromethyl)pyridin-2-yl]methyl}-1-{4-[4-({[4-(trifluoromethyl)pyridin-2-yl]methyl}carbamoyl)-1H-1,2,3-triazol-1-yl]butyl}-1,2,3-triazole-4-carboxamide FC(C1=CC(=NC=C1)CNC(=O)C=1N=NN(C1)CCCCN1N=NC(=C1)C(NCC1=NC=CC(=C1)C(F)(F)F)=O)(F)F